benzenesulfonate silicon [Si+4].C1(=CC=CC=C1)S(=O)(=O)[O-].C1(=CC=CC=C1)S(=O)(=O)[O-].C1(=CC=CC=C1)S(=O)(=O)[O-].C1(=CC=CC=C1)S(=O)(=O)[O-]